2-(3-cyano-1H-1,2,4-triazol-1-yl)acetic Acid C(#N)C1=NN(C=N1)CC(=O)O